3,4-Dihydroxy-α-[(methyl-amino)methyl]benzyl alcohol OC=1C=C(C(CNC)O)C=CC1O